FC(OC1=NN(C=C1C1=CC(=C2C(=NC=NC2=C1)NC=1C(=C2C=CC=NC2=CC1)F)O[C@@H](CN(C)C)C)C)F (R)-7-(3-(difluoromethoxy)-1-methyl-1H-pyrazol-4-yl)-5-((1-(dimethylamino)propan-2-yl)oxy)-N-(5-fluoroquinolin-6-yl)quinazolin-4-amine